CN(CCS(=O)(=O)O)C.C(C=C)(=O)N acrylamide dimethyl-taurinate